L-Glucuronic Acid O=C[C@@H](O)[C@H](O)[C@@H](O)[C@@H](O)C(=O)O